C(C=C)O[Si](O[Si](O[Si](OCC=C)(OCC=C)OCC=C)(OCC=C)OCC=C)(OCC=C)OCC=C octaallyloxy-trisiloxane